CC(C)N1N=CC=2C=NC(=CC21)NC2=NC(=CC(=N2)N2CC(C2)NC(CCC#C)=O)N2CCCC2 N-{1-[2-{[1-(propan-2-yl)-1H-pyrazolo[4,3-c]pyridin-6-yl]amino}-6-(pyrrolidin-1-yl)pyrimidin-4-yl]azetidin-3-yl}pent-4-ynamide